CN1N=CC(=C1)CCCN1CC(CC1)C1=CNC2=CC=CC=C12 3-(1-(3-(1-methyl-1H-pyrazol-4-yl)propyl)pyrrolidin-3-yl)-1H-indole